C(C)(C)OC1=CN=CC(=N1)C1=CC=C(C=C1)NC(C(C)(C=1N=C(SC1)NS(=O)(=O)C)C)=O N-(4-(6-isopropoxypyrazin-2-yl)phenyl)-2-methyl-2-(2-(methylsulfonamido)thiazol-4-yl)propanamide